3-(Bromomethyl)quinoxaline-6-carboxylic acid BrCC=1C=NC2=CC=C(C=C2N1)C(=O)O